C1(=C(C=CC=C1)NC1=CC=2C(C3=CC=CC=C3C2C=C1)(C)C)C1=CC=C(C=C1)C1=CC=CC=C1 N-([1,1':4',1''-terphenyl]-2-yl)-9,9-dimethyl-9H-fluorene-2-amine